NC1=CC=CC=C1 racemic-trans-aniline